ClC1=C(C(=O)NC2=C3C=NN(C3=CC=C2)C=2SC=CN2)C=C(C=C1)CNC(=O)C1(CC1)C(F)(F)F 2-chloro-N-[1-(1,3-thiazol-2-yl)-1H-indazol-4-yl]-5-[({[1-(trifluoromethyl)cyclopropyl]carbonyl}amino)methyl]benzamide